C(C)(C)SC1=NN(C=N1)CCC[Si](OC)(OC)OC 3-isopropylthio-1-[3-(trimethoxysilyl)propyl]-1,2,4-triazole